[Na+].C1(CC1)C1=CC2=C(N=CS2)C(=C1/C=C/[C@H](C[C@H](CC(=O)[O-])O)O)C1=CC=C(C=C1)F (3R,5S,E)-7-(6-cyclopropyl-4-(4-fluorophenyl)benzo[d]thiazol-5-yl)-3,5-dihydroxyhept-6-enoic acid sodium salt